NN1C(=NC(=C1C(=O)OC)C1=CC=C(C=C1)OC1=CC=CC=C1)C(CCO)C1CN(C1)C(=O)OC(C)(C)C methyl 1-amino-2-(1-(1-(tert-butoxycarbonyl) azetidin-3-yl)-3-hydroxypropyl)-4-(4-phenoxyphenyl)-1H-imidazole-5-carboxylate